C1(CC1)CN1CC(CCC1)C(=O)C1=NC2=CC=CC=C2C=C1 (1-(cyclopropylmethyl)piperidin-3-yl)(quinolin-2-yl)methanone